N-(2-hydroxyethyl)-2-((6-methoxybenzo[d]oxazol-2-yl)amino)-1-methyl-1H-benzo[d]imidazole-5-carboxamide OCCNC(=O)C1=CC2=C(N(C(=N2)NC=2OC3=C(N2)C=CC(=C3)OC)C)C=C1